(R)-(2-(Benzyloxy)-4-(difluoromethyl)-6-hydroxyphenyl)(6-((1-methylpyrrolidin-3-yl)oxy)-3,4-dihydroisoquinolin-2(1H)yl)methanone C(C1=CC=CC=C1)OC1=C(C(=CC(=C1)C(F)F)O)C(=O)N1CC2=CC=C(C=C2CC1)O[C@H]1CN(CC1)C